5-(methoxymethoxy)-2-methyl-aniline COCOC=1C=CC(=C(N)C1)C